N=C1SCC(N1C1=C(C=CC(=C1)C(F)(F)F)C)=O 2-imino-3-(2-methyl-5-(trifluoromethyl)phenyl)thiazolidin-4-one